monobromononane BrC(CCCC)CCCC